1-(4-(4-Amino-1H-pyrazolo[3,4-d]pyrimidin-3-yl)phenyl)-3-(3-(trifluoromethoxy)phenyl)urea NC1=C2C(=NC=N1)NN=C2C2=CC=C(C=C2)NC(=O)NC2=CC(=CC=C2)OC(F)(F)F